1-((S)-7-((3S,4R)-4-(2-chloro-4-fluorophenyl)-6,6-dimethyltetrahydro-2H-pyran-3-carbonyl)-5,5-difluoro-8-methyl-2,7-diazaspiro[3.5]nonan-2-yl)prop-2-en-1-one ClC1=C(C=CC(=C1)F)[C@H]1[C@@H](COC(C1)(C)C)C(=O)N1CC(C2(CN(C2)C(C=C)=O)C[C@@H]1C)(F)F